tert-butyl 4-[3-(2,6-dibenzyloxy-3-pyridyl)-1-methyl-indazol-6-yl]-3,3-difluoro-piperidine-1-carboxylate C(C1=CC=CC=C1)OC1=NC(=CC=C1C1=NN(C2=CC(=CC=C12)C1C(CN(CC1)C(=O)OC(C)(C)C)(F)F)C)OCC1=CC=CC=C1